ClC1=C(C=CC=C1F)C1CCC(CC1)CCNC1(CCOCC1)COC N-{2-[4-(2-Chloro-3-fluorophenyl)cyclohexyl]ethyl}-4-(methoxymethyl)oxan-4-amine